[C@@H]1([C@H](O)[C@H](O)[C@@H](CO)S1)N1C(=S)NC(=O)C=C1 4'-thio-2-thiouridine